ClC1=NC(=CC=C1C(=O)NS(=O)(=O)C1=NN(C=C1)CCCCC1CC(N(C1)C(=O)OC(C)(C)C)(C)C)N1N=C(C=C1)OCCC1(CC1)C(F)(F)F tert-Butyl 4-[4-[3-[[2-chloro-6-[3-[2-[1-(trifluoromethyl)cyclopropyl]ethoxy]pyrazol-1-yl]pyridine-3-carbonyl]sulfamoyl]pyrazol-1-yl]butyl]-2,2-dimethyl-pyrrolidine-1-carboxylate